FC(CN1N=NC2=C1C=C(C=C2)C=2C=CN1N=C(N=C(C12)OC)N[C@H]1[C@H](CN(CC1)C1(COC1)C)F)F 5-(1-(2,2-difluoroethyl)-1H-benzo[d][1,2,3]triazol-6-yl)-N-((3S,4R)-3-fluoro-1-(3-methyloxetan-3-yl)piperidin-4-yl)-4-methoxypyrrolo[2,1-f][1,2,4]triazin-2-amine